Methyl 5-acetoamido-7,8,9-O-triacetyl-2,6-anhydro-4-azido-3,4,5-trideoxy-D-glycero-D-galacto-non-2-enonate C(C)(=O)N[C@@H]1[C@H](C=C(C(=O)OC)O[C@H]1[C@](O)([C@](O)(COC(C)=O)C(C)=O)C(C)=O)N=[N+]=[N-]